BrC1=CC=2N(C=C1)N=CC2I 5-bromo-3-iodo-pyrazolo[1,5-a]pyridine